C(C)(C)(C)OC(N(C)CC1OCCN2C1=C1C(=N2)C=NC=C1)=O.FC(F)(F)S(=O)(=O)[O-].[Sn+4].FC(F)(F)S(=O)(=O)[O-].FC(F)(F)S(=O)(=O)[O-].FC(F)(F)S(=O)(=O)[O-] tin (trifluoromethyl)sulfonate tert-butyl-((3,4-dihydro-1H-pyrido[3',4':3,4]pyrazolo[5,1-c][1,4]oxazin-1-yl)methyl)(methyl)carbamate